(3S)-3-[3-(4-[3-Cyano-4-[(1R)-1-(pyridin-2-yl)ethoxy]pyrazolo[1,5-a]pyridin-6-yl]-5-methylpyrazol-1-yl)azetidin-1-yl]pyrrolidine-1-carbonitrile C(#N)C=1C=NN2C1C(=CC(=C2)C=2C=NN(C2C)C2CN(C2)[C@@H]2CN(CC2)C#N)O[C@H](C)C2=NC=CC=C2